(2S)-1-(1H-indol-3-yl)propane-2-amine N1C=C(C2=CC=CC=C12)C[C@H](C)N